methyl 5,8,11,14-tetraoxaheptadecanoate C(CCCOCCOCCOCCOCCC)(=O)OC